OC1(CC(C1)C#N)C1=CC2=CC=CC=C2C=C1 3-hydroxy-3-(naphthalen-2-yl)cyclobutane-1-carbonitrile